2-(3-(4-ethoxyphenyl)-6-oxopyridazin-1(6H)-yl)-N-isopropylacetamide C(C)OC1=CC=C(C=C1)C1=NN(C(C=C1)=O)CC(=O)NC(C)C